N-methyl-N-pentyl-pyrrolidinium C[N+]1(CCCC1)CCCCC